3-(2,4'-dichlorobenzhydryloxy)-N-(thiophen-3-yl-methyl)azetidine-1-carboxamide ClC1=C(C(C2=CC=C(C=C2)Cl)OC2CN(C2)C(=O)NCC2=CSC=C2)C=CC=C1